C(\C=C\C(=O)O)(=O)O.CN(CCC1=CC=C(C2=CC=CC=C12)O)C 4-(2-(dimethylamino)ethyl)naphthalen-1-ol fumarate